FC1(OC2=C(O1)C=CC(=C2)C2(CC2)C(=O)NC2=CC=C(C(=N2)C=2C=C(C(=O)NCCCCCNC(CCC1=CC=C(S1)N1CC(C1)C(=O)N)=O)C=CC2)C)F (5-(3-((5-(3-(6-(1-(2,2-difluorobenzo[d][1,3]dioxol-5-yl)cyclopropane-1-carboxamido)-3-methylpyridin-2-yl)benzamido)pentyl)amino)-3-oxopropyl)thiophen-2-yl)azetidine-3-carboxamide